2-((6-(4-(2-hydroxyethyl)piperazin-1-yl)-2-methylpyrimidin-4-yl)amino)thiazole-5-carboxylic acid OCCN1CCN(CC1)C1=CC(=NC(=N1)C)NC=1SC(=CN1)C(=O)O